N-ethyl-Morpholine C(C)N1CCOCC1